di(naphthalen-2-yl)-N4,N4'-diphenyl-[1,1'-biphenyl]-4,4'-diamine C1=C(C=CC2=CC=CC=C12)C=1C(=C(C=CC1NC1=CC=CC=C1)C1=CC=C(C=C1)NC1=CC=CC=C1)C1=CC2=CC=CC=C2C=C1